FC(C(C)(O)C=1C(=CC=2N(C1)C(=CN2)C2=NC(=CN=C2)N[C@H]2CNC[C@@H]2F)OC)(F)F 1,1,1-trifluoro-2-(3-(6-(((3S,4S)-4-fluoropyrrolidin-3-yl)amino)pyrazin-2-yl)-7-methoxyimidazo[1,2-a]pyridin-6-yl)propan-2-ol